CN1C=NC2=C1C=C(C=C2)C2=CC(=C(N=N2)NC2C[C@@H]1[C@@H](CN(C1)CC1CCOCC1)C2)C(F)(F)F (3aR,5s,6aS)-N-(6-(1-methyl-1H-benzo[d]imidazol-6-yl)-4-(trifluoromethyl)pyridazin-3-yl)-2-((tetrahydro-2H-pyran-4-yl)methyl)octahydro-cyclopenta[c]pyrrol-5-amine